COC(=O)C1(N(C2=CC=CC=C2C1)C(=O)OC(C)(C)C)CC=O 2-(2-oxoethyl)indoline-1,2-dicarboxylic acid 1-tert-butyl 2-methyl ester